OC=1C=C(C(=O)O)C=CC1I 3-hydroxy-4-iodobenzoic acid